CN1N=C(N=C1)CNC(=O)C=1C2=C(SC1NC(C1=CN=CC=C1)=O)CCCC2 N-(3-(((1-methyl-1H-1,2,4-triazol-3-yl)methyl)carbamoyl)-4,5,6,7-tetrahydrobenzo[b]thiophen-2-yl)nicotinamide